METHOXY-TRICYCLO[5.2.1.0(2,6)]DECANE COC12C3CCCC3C(CC1)C2